N-[(5-chlorothiophen-2-yl)methyl]-3-(1-methanesulfonylpyrrolidin-3-yl)-1H-pyrazol-5-amine ClC1=CC=C(S1)CNC1=CC(=NN1)C1CN(CC1)S(=O)(=O)C